ClC=1C=C2CC(CC2=CC1)NC1=NC=C(C=N1)N1N=CC(=C1)C N-(5-chloro-2,3-dihydro-1H-inden-2-yl)-5-(4-methyl-1H-pyrazol-1-yl)pyrimidin-2-amine